cesium lead methyl-ammonium C[NH3+].[Pb+2].[Cs+]